1-Butyl-3-chloro-4-[4-(2-methylpyridin-4-yloxy)-phenyl]-1H-pyridin-2-one C(CCC)N1C(C(=C(C=C1)C1=CC=C(C=C1)OC1=CC(=NC=C1)C)Cl)=O